3-(4-bromo-3-fluorophenyl)propionic acid BrC1=C(C=C(C=C1)CCC(=O)O)F